COC([C@H](CC(C)([N+](=O)[O-])C)C)=O (2S)-2,4-dimethyl-4-nitro-valeric acid methyl ester